N-[7-[6-(5-diethoxyphosphoryl-2-furyl)-3-(2-trimethylsilylethoxymethyl)benzotriazol-4-yl]-1,3-benzothiazol-2-yl]cyclopropanecarboxamide C(C)OP(=O)(OCC)C1=CC=C(O1)C=1C=C(C2=C(N=NN2COCC[Si](C)(C)C)C1)C1=CC=CC=2N=C(SC21)NC(=O)C2CC2